(3R)-1-{2-[1-(cyclopropylmethyl)-6-{3-methyl-[1,2,4]triazolo[4,3-a]pyridin-7-yl}-1H-pyrrolo[2,3-b]pyridin-2-yl]-4-fluoro-3-methylpyrazolo[1,5-a]pyridin-6-carbonyl}piperidin-3-amine C1(CC1)CN1C(=CC=2C1=NC(=CC2)C2=CC=1N(C=C2)C(=NN1)C)C1=NN2C(C(=CC(=C2)C(=O)N2C[C@@H](CCC2)N)F)=C1C